NCCOCCOCCNC1=NC(=NC(=N1)NC1CC1)C1=CC=C(C=C1)C N2-[2-[2-(2-aminoethoxy)ethoxy]ethyl]-N4-cyclopropyl-6-(4-methylphenyl)-1,3,5-triazine-2,4-diamine